NC1=CC=C(C=C1)NC(=O)NCCC[Si](OCC)(OCC)OCC 1-(4'-aminophenyl)-3-(3'-(triethoxysilyl)propyl)urea